1-trifluoromethyl-1-cyclopropanecarboxylic acid FC(C1(CC1)C(=O)O)(F)F